[(S)-4-(6-Amino-4-methoxy-pyridin-3-yl)-2-hydroxymethyl-piperazin-1-yl]-[5-(4-fluoro-phenyl)-4-methoxy-pyridin-2-yl]-methanone NC1=CC(=C(C=N1)N1C[C@H](N(CC1)C(=O)C1=NC=C(C(=C1)OC)C1=CC=C(C=C1)F)CO)OC